C(C)(C)(C)C1CN=CC=2N1C(=NC2I)CC tert-butyl-3-ethyl-1-iodo-5,6-dihydroimidazo[1,5-a]pyrazine